4-amino-2,6-dichloronicotinic acid tert-butyl ester C(C)(C)(C)OC(C1=C(N=C(C=C1N)Cl)Cl)=O